OCCNCCCNC1=NC2=CC=CC=C2C2=C1SC1=C(C2=O)C=C(C=C1)OC 6-(3-(2-hydroxyethylamino)propylamino)-10-methoxy-12H-benzothiopyrano[2,3-c]quinolin-12-one